tertbutyl-benzyl mercaptan C(C)(C)(C)C(C1=CC=CC=C1)S